(1'S,2'S)-3-(2-nitrocyclopropyl)alanine tetrakis(2,4-di-t-butylphenyl)[1,1-biphenyl]-4,4'-diylbisphosphonite C(C)(C)(C)C1=C(C=CC(=C1)C(C)(C)C)C1=C(C(=C(C(=C1C1=CC=C(C=C1)P(O)O)C1=C(C=C(C=C1)C(C)(C)C)C(C)(C)C)C1=C(C=C(C=C1)C(C)(C)C)C(C)(C)C)P(O)O)C1=C(C=C(C=C1)C(C)(C)C)C(C)(C)C.[N+](=O)([O-])C1C(C1)C[C@H](N)C(=O)O